O=C[C@@H](O)[C@@H](O)[C@@H](O)[C@H](O)CO (D)-talose